difluoro-γ-butyrolactone FC1(C(=O)OCC1)F